ethyl {(E)-2-((2'-(diphenylphosphino)-[1,1'-biphenyl]-2-yl) methyl)-3-phenylacrylate} C1(=CC=CC=C1)P(C1=C(C=CC=C1)C1=C(C=CC=C1)C/C(/C(=O)OCC)=C\C1=CC=CC=C1)C1=CC=CC=C1